N-(4-fluoro-3-methylphenyl)-5-(2-(((1r,4r)-4-methoxycyclohexyl)amino)-2-oxoacetyl)-1,2,4-trimethyl-1H-pyrrole-3-carboxamide FC1=C(C=C(C=C1)NC(=O)C1=C(N(C(=C1C)C(C(=O)NC1CCC(CC1)OC)=O)C)C)C